methyl-4-[(1-methylcyclopropyl)amino]-N-[1-(pyridin-2-yl)pyrrolidin-3-yl]furo[2,3-d]pyrimidine-5-carboxamide CC=1N=C(C2=C(N1)OC=C2C(=O)NC2CN(CC2)C2=NC=CC=C2)NC2(CC2)C